tert-Butyl (4-(4,5-dimethoxy-2-(7-methyl-4-oxo-4H-chromene-2-carboxamido)benzamido)phenethyl)carbamate COC1=CC(=C(C(=O)NC2=CC=C(CCNC(OC(C)(C)C)=O)C=C2)C=C1OC)NC(=O)C=1OC2=CC(=CC=C2C(C1)=O)C